3-(2,2-diphenyl-2-(1-((propoxycarbonyl)oxy)propoxy)acetoxy)spiro[bicyclo[3.2.1]octane-8,1'-pyrrolidin]-1'-ium formate C(=O)[O-].C1(=CC=CC=C1)C(C(=O)OC1CC2CCC(C1)[N+]21CCCC1)(OC(CC)OC(=O)OCCC)C1=CC=CC=C1